Ethyl-(3S)-pyrrolidin C(C)N1CCCC1